C(C1=CC=CC=C1)(C1=CC=CC=C1)(C1=CC=CC=C1)N[C@H](CCC(N)=O)C(=O)O (trityl)-D-glutamine